methyl trans-4-[(8-methyl-[1,2,4]triazolo[1,5-a]pyridin-6-yl)methyl]cyclohexanecarboxylate CC=1C=2N(C=C(C1)C[C@@H]1CC[C@H](CC1)C(=O)OC)N=CN2